C(#N)C1=CC=C(C=C1)N1N=C(C=C1)OC1=CC(=C(C=C1C)N=CNCCCC)C N'-(4-((1-(4-cyanophenyl)-1H-pyrazol-3-yl)oxy)-2,5-dimethylphenyl)-N-butylformamidine